O1C(=CC2=C1C=CC=C2)C2=NC1=CC=C(C=C1C(N2)=O)Cl (benzofuran-2-yl)-6-chloroquinazolin-4(3H)-one